F[C@@H]1[C@H](C1)C(=O)N[C@@H](C1=C(C=CC=C1)NC(=O)C1CCN(CC1)C)C1=CC=C(C=C1)C(C)C N-(2-((R)-((1R,2S)-2-fluorocyclopropane-1-carboxamido)(4-isopropylphenyl)methyl)phenyl)-1-methylpiperidine-4-carboxamide